5-oxo-[1]benzopyran O=C1C=CC=C2C1=CC=CO2